N-[2-(cyclopropylmethyl)-6-methyl-pyrimidin-4-yl]-5-[2-methyl-4-[[(2R)-1-methylazetidin-2-yl]methoxy]pyrazol-3-yl]pyrazolo[1,5-a]pyridin-2-amine C1(CC1)CC1=NC(=CC(=N1)NC1=NN2C(C=C(C=C2)C=2N(N=CC2OC[C@@H]2N(CC2)C)C)=C1)C